C(C)(=O)Cl.[O] Oxygen acetyl chloride